NCC[C@H]1C(N(C[C@@H]1COCC1=CC=CC=C1)[C@H](C)C1=CC=CC=C1)=O (3R,4R)-3-(2-aminoethyl)-4-((benzyloxy)methyl)-1-((R)-1-phenylethyl)pyrrolidin-2-one